2-((1-(1-methylpiperidin-4-yl)-1H-pyrazol-4-yl)amino)-4-((3-(3-oxo-1,4-oxazepan-4-yl)propyl)amino)pyrimidine-5-carbonitrile CN1CCC(CC1)N1N=CC(=C1)NC1=NC=C(C(=N1)NCCCN1C(COCCC1)=O)C#N